ClC=1C=CC(=C(C1)NC(C1=CN=C(C=C1)C#C)=O)OCCOC N-(5-chloro-2-(2-methoxyethoxy)phenyl)-6-ethynyl-nicotinamide